C1(=CC(=CC=C1)C1=NC(=NC=C1Cl)NC=1C=C(C=NC1)N1CC2(CC1=O)CCNCC2)C2=CC=CC=C2 2-(5-((4-([1,1'-biphenyl]-3-yl)-5-chloropyrimidin-2-yl)amino)pyridin-3-yl)-2,8-diazaspiro[4.5]decan-3-one